O1CCN(CC1)C(=O)C1=NC=C(C=C1)C#CC1=CC=C(C=C1)C1=CC(=NO1)CN1C(=NC=C1)[C@H](C)OC1OCCCC1 morpholino(5-((4-(3-((2-((1S)-1-((tetrahydro-2H-pyran-2-yl)oxy)ethyl)-1H-imidazol-1-yl)methyl)isoxazol-5-yl)phenyl)ethynyl)pyridin-2-yl)methanone